[O-]P([O-])(=O)OP(=O)([O-])[O-].[K+].[K+].[K+].[K+] tetrapotassium pyrophosphate salt